BrC=1C=C(C(=O)N2C3C=C(CC2CCC3)C3=C2C(=NC(=C3)NC(=O)C3CC3)NC=C2)C=CC1 N-(4-(9-(3-bromobenzoyl)-9-azabicyclo[3.3.1]non-2-en-3-yl)-1H-pyrrolo[2,3-b]pyridin-6-yl)cyclopropylcarboxamide